benzyl N-(azetidin-3-yl)carbamate trifluoroacetate salt FC(C(=O)O)(F)F.N1CC(C1)NC(OCC1=CC=CC=C1)=O